BrC=1C=C(C(=C(C#N)C1)N1CCOCC1)Cl 5-bromo-3-chloro-2-morpholinobenzonitrile